C1(=CC=CC=C1)C1(C2=CC=CC=C2C=2C=C(C=CC12)C1=CC=C(N)C=C1)C1=CC=CC=C1 4-(9,9-diphenyl-9H-fluoren-3-yl)aniline